N1C=C(C=2C1=CN=CC2)CN2CCN(CC2)C(=O)OC(C)(C)C tert-Butyl 4-[(1H-pyrrolo[2,3-c]pyridin-3-yl)methyl]piperazine-1-carboxylate